3-acetyl-1-(2-((2-((3-chloro-2-fluorophenylmethyl)amino)-2-oxoethyl)(cyclopropyl)amino)-2-oxoethyl)-1H-indole-5-carboxylic acid C(C)(=O)C1=CN(C2=CC=C(C=C12)C(=O)O)CC(=O)N(C1CC1)CC(=O)NCC1=C(C(=CC=C1)Cl)F